Potassium (S)-2-(6-aminobenzo[d]thiazol-2-yl)-4,5-dihydrothiazole-4-carboxylate NC1=CC2=C(N=C(S2)C=2SC[C@@H](N2)C(=O)[O-])C=C1.[K+]